(3S,4S)-1-HYDROXY-N,N-BIS(4-METHOXYBENZYL)-4-METHYL-6-HEPTENE-3-SULFONAMIDE OCC[C@@H]([C@H](CC=C)C)S(=O)(=O)N(CC1=CC=C(C=C1)OC)CC1=CC=C(C=C1)OC